FC(F)(F)C1=C(C=CC=C1)S trifluoromethylthiophenol